1-methyl-1H-indazol-5-ol CN1N=CC2=CC(=CC=C12)O